CC1(OCCC(C1)C1=NC(=NC(=C1)OC1=CC=CC=C1)NS(=O)(=O)C=1C=NN(C1)C)C N-[4-(2,2-Dimethyltetrahydropyran-4-yl)-6-phenoxy-pyrimidin-2-yl]-1-methyl-pyrazole-4-sulfonamide